C(C)[C@H]1N(C[C@@H](N(C1)C=1C=2C(N(C(C1)=O)C)=CNN2)CC)C(=O)OC(C)(C)C tert-butyl (2R,5S)-2,5-diethyl-4-(4-methyl-5-oxo-4,5-dihydro-2H-pyrazolo[4,3-b]pyridin-7-yl)piperazine-1-carboxylate